3-chloro-2-(cyclopropylamino)pyridine ClC=1C(=NC=CC1)NC1CC1